gadolinium succinic acid mono-octadecylamide C(CCCCCCCCCCCCCCCCC)NC(CCC(=O)O)=O.[Gd]